2-[6-(4-chlorophenoxy)hexyl]-oxirane-2-carboxylic acid ClC1=CC=C(OCCCCCCC2(OC2)C(=O)O)C=C1